4-Benzyloxy-2-[6-tert-butyl-4-[4-(trifluoromethyl)cyclohexyl]-3-pyridinyl]-1,6-naphthyridine-5-carbonitrile C(C1=CC=CC=C1)OC1=CC(=NC=2C=CN=C(C12)C#N)C=1C=NC(=CC1C1CCC(CC1)C(F)(F)F)C(C)(C)C